2-((2-((4-(4-(((2-(2,6-dioxopiperidin-3-yl)-6-fluoro-1-oxoisoindolin-5-yl)methyl)amino)piperidin-1-yl)-2-methoxyphenyl)amino)-5-(trifluoromethyl)pyridin-4-yl)amino)-N-methylbenzamide O=C1NC(CCC1N1C(C2=CC(=C(C=C2C1)CNC1CCN(CC1)C1=CC(=C(C=C1)NC1=NC=C(C(=C1)NC1=C(C(=O)NC)C=CC=C1)C(F)(F)F)OC)F)=O)=O